(S)-2-((tert-butoxycarbonyl)amino)hex-5-enoic acid C(C)(C)(C)OC(=O)N[C@H](C(=O)O)CCC=C